C=1(C(=CC=C2C=CC=CC12)O)C=1C(=CC=C2C=CC=CC12)O 1,1'-Binaphthyl-2,2'-diol